CSC1=NC=C(C=N1)C(=O)NCCCCCC(=O)NCC(=O)NCC(=O)N[C@@H](CC1=CC=CC=C1)C(=O)O (6-(2-(Methylthio)pyrimidine-5-carboxamido)hexanoyl)glycylglycyl-L-phenylalanine